(S)-(1-methylpyrrolidin-2-yl)methyl (5-(2-(2-hydroxypyridin-3-yl)pyrazolo[5,1-b]thiazole-7-carboxamido)-6-methylpyridin-3-yl)carbamate OC1=NC=CC=C1C1=CN2C(S1)=C(C=N2)C(=O)NC=2C=C(C=NC2C)NC(OC[C@H]2N(CCC2)C)=O